2-(methylsulfonyl)-4,5,6,7-tetrahydro-2H-pyrazolo[3,4-c]pyridine CS(=O)(=O)N1N=C2CNCCC2=C1